C(#N)[C@@H](C)NC1=CC(=NC=C1C#C[Si](C)(C)C)N1N=CC=2C1=NC=C(C2)C#N (R)-1-(4-((1-cyanoethyl)amino)-5-((trimethylsilyl)ethynyl)pyridin-2-yl)-1H-pyrazolo[3,4-b]pyridine-5-carbonitrile